C(#N)/C(=C(\C(=O)OCC)/O)/C=C/C(=C(/C(=O)OCC)\O)/C#N Diethyl (2E,4E,6E)-3,6-dicyano-2,7-dihydroxyoct-2,4,6-trienedioate